2-(6-bromo-1-oxospiro[3H-isoquinoline-4,1'-cyclopropan]-2-yl)-N-[5-(oxacyclopent-3-yl)pyrimidin-2-yl]acetamide BrC=1C=C2C(=CC1)C(N(CC21CC1)CC(=O)NC1=NC=C(C=N1)C1COCC1)=O